C(C)OC(/C(=C/C=1N(C=CN1)C)/F)=O (Z)-2-fluoro-3-(1-methyl-1H-imidazol-2-yl)acrylic acid ethyl ester